NCC1CN(C1)C1=C(C=C(C=C1)NC1=NC=2N(C(=C1)NC1CC1)N=CC2C#N)CS(=O)(=O)C 5-((4-(3-(aminomethyl)azetidin-1-yl)-3-((methylsulfonyl)methyl)phenyl)amino)-7-(cyclopropylamino)pyrazolo[1,5-a]pyrimidine-3-carbonitrile